N-(2-chloro-6-methylphenyl)-2-((6-(4-(2-((2-(2,6-dioxopiperidin-3-yl)-1,3-dioxoisoindolin-4-yl)oxy)acetyl)piperazin-1-yl)-2-methylpyrimidin-4-yl)amino)thiazole-5-carboxamide ClC1=C(C(=CC=C1)C)NC(=O)C1=CN=C(S1)NC1=NC(=NC(=C1)N1CCN(CC1)C(COC1=C2C(N(C(C2=CC=C1)=O)C1C(NC(CC1)=O)=O)=O)=O)C